NC1=NC(=CC(=N1)O[C@H](C(F)(F)F)C=1C=C(C=CC1N1N=C(C=C1)C)C1=CC=C(C=C1)C(=O)O)N1CCC2(C[C@@H](NC2)C(=O)OCC)CC1 3'-((S)-1-((2-amino-6-((R)-3-(ethoxycarbonyl)-2,8-diazaspiro[4.5]decan-8-yl)pyrimidin-4-yl)oxy)-2,2,2-trifluoroethyl)-4'-(3-methyl-1H-pyrazol-1-yl)-[1,1'-biphenyl]-4-carboxylic acid